C(C)(C)(C)C1=CC=C(C=C1)CC(=O)O 2-(4-(tert-butyl)phenyl)acetic acid